3-cyano-3-methylcyclobutyl methanesulfonate CS(=O)(=O)OC1CC(C1)(C)C#N